palladium(II) Methanesulfonate CS(=O)(=O)[O-].[Pd+2].CS(=O)(=O)[O-]